Phenanthrene-3-yl methanesulfonate CS(=O)(=O)OC=1C=CC=2C=CC3=CC=CC=C3C2C1